4-methyl-N-(1-methyl-1-phenyl-ethyl)benzenesulfonamide CC1=CC=C(C=C1)S(=O)(=O)NC(C)(C1=CC=CC=C1)C